P(=O)(OCC(F)(F)F)(OCC(F)(F)F)F bis(2,2,2-trifluoroethyl) fluorophosphate